2-methyl-N-(2-methyl-4-(N-(2-methyl-1-(piperidin-4-yl)propyl)sulfamoyl)phenyl)benzamide CC1=C(C(=O)NC2=C(C=C(C=C2)S(NC(C(C)C)C2CCNCC2)(=O)=O)C)C=CC=C1